C(C1=CC=CC=C1)(=O)SNC(C1=CC=CC=C1)=O N-(benzoylthio)benzamide